5-(2-chloro-4-(1-cyclopropoxy-1-phenyl-2-((tetrahydro-2H-pyran-2-yl)oxy)ethyl)quinazolin-6-yl)-1,3-dimethylpyridin-2(1H)-one ClC1=NC2=CC=C(C=C2C(=N1)C(COC1OCCCC1)(C1=CC=CC=C1)OC1CC1)C=1C=C(C(N(C1)C)=O)C